C1OC=2C=C3C=CN(C3=CC2O1)C[C@H](C)O (S)-1-(5,6-methylenedioxy-1H-indol-1-yl)-2-propanol